methyl (S)-3-((tert-butoxycarbonyl)(2-(7-(((3-fluoropyridin-2-yl)methyl)amino)thiazolo[5,4-d]pyrimidin-2-yl)ethyl)amino)-2-methylpropanoate C(C)(C)(C)OC(=O)N(C[C@@H](C(=O)OC)C)CCC=1SC=2N=CN=C(C2N1)NCC1=NC=CC=C1F